di-hydroxymethyl-propanoic acid OC(O)C(C(=O)O)C